titanium ditritide [3H-].[3H-].[Ti+2]